Ethyl 2-(7-nitro-2-phenyl-1H-indol-5-yl)acetate {ethyl 2-(7-nitro-2-phenyl-1H-indol-5-yl)acetate} C(C)C(C(=O)O)C=1C=C2C=C(NC2=C(C1)[N+](=O)[O-])C1=CC=CC=C1.[N+](=O)([O-])C=1C=C(C=C2C=C(NC12)C1=CC=CC=C1)CC(=O)OCC